ClC1=C(C=C2C=C(NC2=C1)C=1C=CC(=NC1)N1CC(C1)CO)C=1C=NC=C(C1)OC (1-(5-(6-chloro-5-(5-methoxypyridin-3-yl)-1H-indol-2-yl)pyridin-2-yl)azetidin-3-yl)methanol